O=C1N(CCC(N1)=O)C1=CN(C2=CC(=CC=C12)C1C(CN(CC1)CC(=O)OC(C)(C)C)(F)F)C tert-butyl 2-(4-(3-(2,4-dioxotetrahydropyrimidin-1(2H)-yl)-1-methyl-1H-indol-6-yl)-3,3-difluoropiperidin-1-yl)acetate